CC1=NC2=CC=CC=C2C(=N1)N 2-methyl-quinazolin-4-amine